3-AminoPropanal NCCC=O